N-(3-((1s,3s)-3-(cyanomethyl)-1-(4-methyl-4H-1,2,4-triazol-3-yl)cyclobutyl)phenyl)-6-(((1-methylcyclopropyl)amino)methyl)-[1,2,4]triazolo[1,5-a]pyridine-8-carboxamide C(#N)CC1CC(C1)(C1=NN=CN1C)C=1C=C(C=CC1)NC(=O)C=1C=2N(C=C(C1)CNC1(CC1)C)N=CN2